COC(=O)C=1C=CC2=C(N(C(=N2)CN2CCC(CC2)C2=NC(=CC=C2)OCC2=CC=C(C=3C=COC32)C)C[C@H]3OCC3)C1 (S)-2-((4-(6-((4-Methylbenzofuran-7-yl)methoxy)pyridin-2-yl)piperidin-1-yl)methyl)-1-(oxetane-2-ylmethyl)-1H-Benzo[d]imidazole-6-carboxylic acid methyl ester